FC(C=1C=C(C=CC1)NC(=O)NS(=O)(=O)C1=CC=CC=C1)(F)F N-[[[3-(trifluoromethyl)phenyl]amino]carbonyl]benzenesulfonamide